(3-((3',5'-difluoro-[3,4'-bipyridin]-6-yl)methyl)-1,2,3-oxadiazol-3-ium-5-yl)((3-(trifluoromethyl)phenyl)carbamoyl)amide FC=1C=NC=C(C1C=1C=NC(=CC1)C[N+]1=NOC(=C1)[N-]C(NC1=CC(=CC=C1)C(F)(F)F)=O)F